(4-(4-chloro-2-fluorophenyl)cyclohexyl)aniline ClC1=CC(=C(C=C1)C1CCC(CC1)NC1=CC=CC=C1)F